ClC1=CC(N(C=C1)C(C)N1N=NC(=C1)C=1C=NC=C(C1)N(C)C)=O 4-chloro-1-(1-(4-(5-(dimethylamino)pyridin-3-yl)-1H-1,2,3-triazol-1-yl)ethyl)pyridin-2(1H)-one